ClC1=C(C(=C(C#N)C(=C1)N1CC(C1)(F)F)C1=CC=NN1C)F 4-chloro-6-(3,3-difluoroazetidin-1-yl)-3-fluoro-2-(1-methyl-1H-pyrazol-5-yl)benzonitrile